CC=1N(C(=CC1)C)NC(OCC1=CC=CC=C1)=O benzyl (2,5-dimethyl-1H-pyrrol-1-yl)carbamate